3-chloropropylmethylbis(dimethylvinyl)siloxysilane ClCCC[SiH2]O[Si](C=C(C)C)(C=C(C)C)C